N-(6-(2-fluoro-4-(pyridin-4-yl)phenyl)quinolin-4-yl)benzo[d]thiazol-5-amine FC1=C(C=CC(=C1)C1=CC=NC=C1)C=1C=C2C(=CC=NC2=CC1)NC=1C=CC2=C(N=CS2)C1